5-(2-(4-aminopiperidin-1-yl)ethoxy)-2-(2,6-dioxopiperidin-3-yl)isoindoline-1,3-dione formate C(=O)O.NC1CCN(CC1)CCOC=1C=C2C(N(C(C2=CC1)=O)C1C(NC(CC1)=O)=O)=O